FC1(CCC(CC1)C1=NC(=NC2=C1N=C(N(C2=O)C)C(F)(F)F)[C@@H]2C[C@@H](OCC2)C=2C=NN(C2)C)F 8-(4,4-difluorocyclohexyl)-3-methyl-6-[(2R,4S)-2-(1-methylpyrazol-4-yl)tetrahydropyran-4-yl]-2-(trifluoromethyl)pyrimido[5,4-d]pyrimidin-4-one